N1CC(C1)NC1=C(C=C(C=C1)S(=O)(=O)N)[N+](=O)[O-] 4-(azetidin-3-ylamino)-3-nitrobenzenesulfonamide